(6aR,9S)-N,N-diethyl-7-(naphthalen-2-ylmethyl)-4,6,6a,7,8,9-hexahydroindolo[4,3-fg]quinoline-9-carboxamide C(C)N(C(=O)[C@@H]1CN([C@@H]2CC=3C4=C(C2=C1)C=CC=C4NC3)CC3=CC4=CC=CC=C4C=C3)CC